ClC1=CNC2=NC=C(C=C21)CN (3-chloro-1H-pyrrolo[2,3-b]pyridin-5-yl)methylamine